ClC1=C(C=CC=C1)C=1N(C2=NC(=NC(=C2N1)N1CCC(CC1)(C(=O)N)C)S(=O)C)C1=CC=C(C=C1)Cl [8-(2-chlorophenyl)-9-(4-chlorophenyl)-2-methylsulfinyl-purin-6-yl]-4-methyl-piperidine-4-carboxamide